(4-((3-ethyl-2,4-dioxo-1,2,3,4-tetrahydropyrido[3,2-d]pyrimidin-7-yl)methyl)piperazin-1-yl)-6-fluoro-N-methylpicolinamide C(C)N1C(NC2=C(C1=O)N=CC(=C2)CN2CCN(CC2)C=2C(=NC(=CC2)F)C(=O)NC)=O